6'-chloro-2-oxo-2H-[1,3'-bipyridine]-5-carboxamide ClC1=CC=C(C=N1)N1C(C=CC(=C1)C(=O)N)=O